S1C2=C(C(=C1)C=1C=C3C=4CCCC(C4NC3=CC1)N[C@H](C)C1=CC=CC=C1)C=CC=C2 6-(benzo[b]thiophen-3-yl)-N-((R)-1-phenylethyl)-2,3,4,9-tetrahydro-1H-carbazole-1-amine